12-(3-aminophenyl)-9-hydroxy-5-methyl-4-thia-2,12-diazatricyclo[7.3.0.03,7]dodeca-1,3(7),5-trien-8-one NC=1C=C(C=CC1)N1CCC2(C(C=3C=C(SC3N=C12)C)=O)O